C(C)NC(O[C@H]1C[C@H](CC1)C1=CC(=NN1)NC(CC1=CC(=NC=C1)OC)=O)=O (1R,3S)-3-(3-{[(2-methoxypyridin-4-yl)acetyl]amino}-1H-pyrazol-5-yl)cyclopentyl ethylcarbamate